N1SC=C2C1=NN=C2 pyrazolo[3,4-c]isothiazole